2-bromo-N-(5-(2-(3,3-dimethylpyrrolidin-1-yl)acetamido)-2-methylpyridin-3-yl)pyrazolo[5,1-b]thiazole-7-carboxamide BrC1=CN2C(S1)=C(C=N2)C(=O)NC=2C(=NC=C(C2)NC(CN2CC(CC2)(C)C)=O)C